N1=CC=CC2=CC=CC(=C12)NS(=O)(=O)C1=CNC2=NC=CC=C21 N-(quinolin-8-yl)-1H-pyrrolo[2,3-b]pyridine-3-sulfonamide